phosphinidene chloride P(Cl)Cl